FC1CC(N(C1)C(=O)C1=NNC(=C1)C1=CC=NC=C1)C(=O)NC(C1=CC=C(C=C1)C(C)C)C1=CC=CC=C1 4-fluoro-N-{phenyl-[4-(prop-2-yl)phenyl]methyl}-1-[5-(pyridin-4-yl)-1H-pyrazole-3-carbonyl]pyrrolidine-2-carboxamide